2-[6-[(3aS,6aS)-5-methyl-2,3,3a,4,6,6a-hexahydropyrrolo[3,4-b]pyrrol-1-yl]pyridazin-3-yl]-3-methyl-5-(trifluoromethyl)phenol CN1C[C@H]2N(CC[C@H]2C1)C1=CC=C(N=N1)C1=C(C=C(C=C1C)C(F)(F)F)O